4-methoxy-2-phenyl-piperidine-1-carboxylic acid tert-butyl ester C(C)(C)(C)OC(=O)N1C(CC(CC1)OC)C1=CC=CC=C1